1-[5-(2,2,2-trifluoroethoxy)pyridin-2-yl]ethanamine dihydrochloride Cl.Cl.FC(COC=1C=CC(=NC1)C(C)N)(F)F